CC1(C=C2C(=CC=3N2CCNC3)C1)C 7,7-dimethyl-3,4,7,8-tetrahydro-2H-cyclopenta[4,5]pyrrolo[1,2-a]pyrazin